(2S)-1-[2-[(3S)-3-[(3-chloro-5-quinolyl)amino]pyrrolidin-1-yl]acetyl]pyrrolidine-2-carbonitrile ClC=1C=NC2=CC=CC(=C2C1)N[C@@H]1CN(CC1)CC(=O)N1[C@@H](CCC1)C#N